C(C)N(S(=O)(=O)NC=1C(=C(C(=O)C2=CNC3=NC=C(C=C32)C=3C=CC(=NC3)N3CCN(CC3)C(=O)OC(C)(C)C)C=CC1)F)C tert-butyl 4-[5-[3-[3-[[ethyl(methyl)sulfamoyl] amino]-2-fluoro-benzoyl]-1H-pyrrolo[2,3-b]pyridin-5-yl]-2-pyridyl]piperazine-1-carboxylate